C(C=C)(=O)N1[C@H](CN(C[C@H]1C)C1=NC(N2C3=C(C(=C(C=C13)C(F)(F)F)C1=C(C=C(C(=C1)Br)F)F)SC[C@H](C2)C2=CC=NC=C2)=O)C (3S)-8-((3S,5R)-4-acryloyl-3,5-dimethylpiperazin-1-yl)-11-(5-bromo-2,4-difluorophenyl)-3-(pyridin-4-yl)-10-(trifluoromethyl)-3,4-dihydro-2H,6H-[1,4]thiazepino[2,3,4-ij]quinazolin-6-one